N[C@@H]1[C@H](CCCC1)C(=O)[O-] (1S,2S)-2-aminocyclohexane-1-carboxylate